C(C)OC(=O)C=1N=CSC1NS(=O)(=O)C1=CC=C(C=C1)NC(CN)=O 5-[[4-[(2-aminoacetyl)amino]phenyl]sulfonylamino]thiazole-4-carboxylic acid ethyl ester